2-(((2s,4s,6s)-6-((4-chloropyrimidin-2-yl)amino)spiro[3.3]heptan-2-yl)oxy)nicotinamide ClC1=NC(=NC=C1)NC1CC2(CC(C2)OC2=C(C(=O)N)C=CC=N2)C1